(3-(2-isopropylphenyl)-1,2,4-triazin-6-yl)methanamine C(C)(C)C1=C(C=CC=C1)C=1N=NC(=CN1)CN